C(C)OC1=NC=CC2=CC=CC=C12 C1-ethoxyisoquinoline